Ethyl N2,N6-dipent-4-ynoyl-L-lysinate C(CCC#C)(=O)N[C@@H](CCCCNC(CCC#C)=O)C(=O)OCC